Methyl-(S,E)-(7-(dimethylamino)-1-((1-((7-fluoro-4-isobutyl-1H-imidazo[4,5-c]pyridin-2-yl)methyl)-2-oxo-1,2-dihydropyridin-3-yl)amino)-1,7-dioxohept-5-en-2-yl)carbamat COC(N[C@H](C(=O)NC=1C(N(C=CC1)CC=1NC2=C(C(=NC=C2F)CC(C)C)N1)=O)CC\C=C\C(=O)N(C)C)=O